4-ethyl-5-(hydroxymethyl)-2,4-dihydro-3H-1,2,4-triazol-3-one C(C)N1C(NN=C1CO)=O